1-(Pyrrolo[1,2-a]pyrazin-1-yl)-5-(trifluoromethyl)-1H-pyrazole-4-carboxylic acid C=1(C=2N(C=CN1)C=CC2)N2N=CC(=C2C(F)(F)F)C(=O)O